C(C)(C)(CC(C)(C)C)N(C1=CC=CC=C1)C1=CC=CC=C1 tert-octyl-diphenylamine